(1R,4aS,10aR)-N-(6-aminopyrimidin-4-yl)-N-(4-chlorophenyl)-7-isopropyl-1,4a-dimethyl-1,2,3,4,4a,9,10,10a-octahydrophenanthrene-1-carboxamide NC1=CC(=NC=N1)N(C(=O)[C@@]1(CCC[C@@]2(C3=CC=C(C=C3CC[C@@H]12)C(C)C)C)C)C1=CC=C(C=C1)Cl